butyl 5-methyl 2-(diphenylmethyleneamino)-4-methylpent-2-enedioate C1(=CC=CC=C1)C(C1=CC=CC=C1)=NC(C(=O)OCCCC)=CC(C(=O)OC)C